IC1=CC2=C(NC(N2)=O)C=C1 5-iodo-1H-benzo[d]imidazol-2(3H)-one